tert-butyl (2R)-6-(benzyloxy)-5-[(2-tert-butoxy-2-oxoethyl)(trifluoroacetyl)amino]-2-{[(3,3-difluoropropyl)amino]methyl}-4-fluoro-2,3-dihydro-1H-indole-1-carboxylate C(C1=CC=CC=C1)OC1=C(C(=C2C[C@@H](N(C2=C1)C(=O)OC(C)(C)C)CNCCC(F)F)F)N(C(C(F)(F)F)=O)CC(=O)OC(C)(C)C